cis-2,4-pentadieneamide methanesulfonate CS(=O)(=O)O.C(\C=C/C=C)(=O)N